2-bromo-4-chloro-5-(trifluoromethyl)phenol BrC1=C(C=C(C(=C1)Cl)C(F)(F)F)O